2-(1-(3-(benzyloxy)-6-methylpyridin-2-yl)imidazo[1,5-a]pyridin-3-yl)-6-methylphenol C(C1=CC=CC=C1)OC=1C(=NC(=CC1)C)C=1N=C(N2C1C=CC=C2)C2=C(C(=CC=C2)C)O